3-amino-4-(5-methyl-1H-indazol-4-yl)-6-(2-(methylthio)pyrimidin-4-yl)pyridinecarboxamide NC=1C(=NC(=CC1C1=C2C=NNC2=CC=C1C)C1=NC(=NC=C1)SC)C(=O)N